bis-(2,4,6-trimethoxy-benzyl)-amine COC1=C(CNCC2=C(C=C(C=C2OC)OC)OC)C(=CC(=C1)OC)OC